2-imidazo[1,2-a]pyridin-7-yl-2,4-dimethyl-morpholine N=1C=CN2C1C=C(C=C2)C2(CN(CCO2)C)C